ClC=1C(=NC(=NC1)NC=1C(=NN(C1)C)OC)C1=CNC2=C(C=CC=C12)NC([C@@H](C)N1CCN(CC1)C)=O (2R)-N-(3-{5-chloro-2-[(3-methoxy-1-methyl-1H-pyrazol-4-yl)amino]pyrimidin-4-yl}-1H-indol-7-yl)-2-(4-methylpiperazin-1-yl)propanamide